C1=CC=CC=2C3=CC=CC=C3C(C12)COC(=O)N([C@@H]1C(N(CC[C@@H](C1)C)[C@H](C(=O)N(CC(=O)O)C)CC1=CC=C(C=C1)C(F)(F)F)=O)C N-((S)-2-((3S,5S)-3-((((9H-fluoren-9-yl)methoxy)carbonyl)(methyl)amino)-5-methyl-2-oxoazepan-1-yl)-3-(4-(trifluoromethyl)phenyl)propanoyl)-N-methylglycine